{4-[1-(1H-pyrrolo[2,3-b]pyridin-4-yl)-1H-pyrazol-4-yl]phenoxy}acetonitrile N1C=CC=2C1=NC=CC2N2N=CC(=C2)C2=CC=C(OCC#N)C=C2